[Cr].[Zn].[Se] selenium-Zinc-chromium